2-Methoxybenzyl ((2S)-2-(((tetrahydro-2H-pyran-2-yl)oxy)carbamoyl)chroman-8-yl)carbamate O1C(CCCC1)ONC(=O)[C@H]1OC2=C(C=CC=C2CC1)NC(OCC1=C(C=CC=C1)OC)=O